F[P-](F)(F)(F)(F)F.C[N+](=C(N(C)C)O)C Tetramethyl-isouronium hexafluorophosphate